6-(difluoromethyl)imidazo[1,2-a]pyrazine-2-carbaldehyde FC(C=1N=CC=2N(C1)C=C(N2)C=O)F